8-(1-methyl-6-(trifluoromethyl)-1H-benzo[d]imidazol-5-yl)indolizine-3-carboxylic acid CN1C=NC2=C1C=C(C(=C2)C2=CC=CN1C(=CC=C21)C(=O)O)C(F)(F)F